C(CCCCC)(=O)OC1=C2C(=C(NC2=CC=C1)Br)CCN(C)C 2-bromo-3-[2-(dimethylamino)ethyl]-1H-indol-4-yl hexanoate